4-Methyl-1-(pyridin-2-yl)-2-(spiro[cyclobutane-1,1'-inden]-2'-yl)-1H-indole CC1=C2C=C(N(C2=CC=C1)C1=NC=CC=C1)C=1C2(C3=CC=CC=C3C1)CCC2